[Sn+4].[W+4].S(=O)(=O)([O-])[O-].S(=O)(=O)([O-])[O-].S(=O)(=O)([O-])[O-].S(=O)(=O)([O-])[O-] sulfate tungsten-tin